NC1=NC(=NC(=N1)NC)C=1C=C(C=C(C1)Cl)[C@@H]1COCCN1C(C=C)=O (R)-1-(3-(3-(4-amino-6-(methylamino)-1,3,5-triazin-2-yl)-5-chlorophenyl)morpholino)prop-2-en-1-one